3-(4-((dimethylamino)methylene)-3,5-dioxocyclohexyl)-N-(3-phenylpropyl)benzamide CN(C)C=C1C(CC(CC1=O)C=1C=C(C(=O)NCCCC2=CC=CC=C2)C=CC1)=O